FC=1C(=C(C=CC1)C1=CC(=NN1C=1C=NC=C(C1)F)NC(OC(C)(C)C)=O)OC(F)(F)F tert-butyl (5-(3-fluoro (trifluoromethoxy)phenyl)-1-(5-fluoropyridin-3-yl)-1H-pyrazol-3-yl)carbamate